C(C)OC(=O)C1=NN(C(=C1)O)CC1=C(C(=CC=C1F)F)F 5-hydroxy-1-(2,3,6-trifluorobenzyl)-1H-pyrazole-3-Carboxylic acid ethyl ester